2,3-Dihydroxypropyl-3-hydroxy-2-tetradecyloctadecanoate OC(COC(C(C(CCCCCCCCCCCCCCC)O)CCCCCCCCCCCCCC)=O)CO